ClC=1C=C(C=CC1)C=1N=C(NN1)C1CCN(CC1)CC1=C(C=CC=C1)C 4-[5-(3-Chloro-phenyl)-2H-[1,2,4]triazol-3-yl]-1-(2-methyl-benzyl)-piperidine